C1(CC1)COC1CCN(CC1)C1=C(C=C(N=N1)C(=O)NC1CCC=2C=CC=NC2C1)C 6-[4-(cyclopropylmethoxy)piperidin-1-yl]-5-methyl-N-(5,6,7,8-tetrahydroquinolin-7-yl)pyridazine-3-carboxamide